C1(=CC=CC=C1)C#CC#CC1=CC=CC=C1 1,4-diphenyl-butadiyne